(3R,4R)-3-fluoro-1-methylpiperidin-4-amine F[C@@H]1CN(CC[C@H]1N)C